FC1(CN(CC1)C(CC1=CC=C(C=C1)NC(=O)NCC1=CC=C(C=C1)Cl)=O)F ({4-[2-(3,3-difluoropyrrolidinyl)-2-oxoethyl]phenyl}amino)-N-[(4-chlorophenyl)methyl]carboxamide